N[C@@H]1CC(N(C1)C1=CC(=C(C(=C1)F)C1C(N(C(CC1)=O)CO)=O)F)=O (4-((R)-4-amino-2-oxopyrrolidin-1-yl)-2,6-difluorophenyl)-1-(hydroxymethyl)piperidine-2,6-dione